(E)-N-(2-Butoxyphenyl)-3-phenylprop-2-enamide C(CCC)OC1=C(C=CC=C1)NC(\C=C\C1=CC=CC=C1)=O